1-[5-(4-acetylpiperazin-1-yl)pyridin-2-yl]-N-(3-bromo-5-methanesulfonamidophenyl)pyrazole-4-carboxamide C(C)(=O)N1CCN(CC1)C=1C=CC(=NC1)N1N=CC(=C1)C(=O)NC1=CC(=CC(=C1)NS(=O)(=O)C)Br